3-carbamoyl-2,4,5-trichlorobenzoic acid C(N)(=O)C=1C(=C(C(=O)O)C=C(C1Cl)Cl)Cl